5-(4-methoxybenzyl)-2-oxa-5-azabicyclo[2.2.1]heptane-6-one COC1=CC=C(CN2C3COC(C2=O)C3)C=C1